ClC1=NC=CC(=C1NC(OC(C)(C)C)=O)N1N=CC(=C1)C tert-butyl (2-chloro-4-(4-methyl-1H-pyrazol-1-yl)pyridin-3-yl)carbamate